ethyl (S)-3-(6-(benzyloxy)pyridin-3-yl)-3-(3-(3-(5,6,7,8-tetrahydro-1,8-naphthyridin-2-yl)propyl)-1H-pyrazol-1-yl)propanoate C(C1=CC=CC=C1)OC1=CC=C(C=N1)[C@H](CC(=O)OCC)N1N=C(C=C1)CCCC1=NC=2NCCCC2C=C1